N-((4-(4-fluorophenyl)isoxazol-5-yl)methyl)-N1-methylethane-1,2-diamine FC1=CC=C(C=C1)C=1C=NOC1CN(CCN)C